ClC1=CC=C(C=C1)C(CC(=O)OC)NC(C(C(C)C)NC(=O)OC(C)C)=O methyl 3-(4-chloro-phenyl)-3-(2-isopropoxycarbonylamino-3-methyl-butyrylamino)propanoate